5-methylpicene CC1=C2C=CC=CC2=C2C=CC3=C4C=CC=CC4=CC=C3C2=C1